5-(2-(piperidin-1-yl)ethoxy)pyrazine-2-carboxamide N1(CCCCC1)CCOC=1N=CC(=NC1)C(=O)N